C1(=C(C=CC=C1)NC(C=CC1=CC=CC=C1)=O)C N-(o-tolyl)cinnamamide